C(C=C)(=O)N1[C@@H](C[C@H](C1)OC)COC=1C(=NC=NC1N)C=1C(=C(C=C(C1)F)NC(C1=C(C=C(C=C1)C1CC1)F)=O)C N-(3-(5-(((2S,4R)-1-Acryloyl-4-methoxypyrrolidin-2-yl)methoxy)-6-aminopyrimidin-4-yl)-5-fluoro-2-methylphenyl)-4-cyclopropyl-2-fluorobenzamide